CC=1SC=CC1C(=O)NC1=C(C=C(C=C1)S(N[C@H](C)C1CCN(CC1)C)(=O)=O)C (R)-2-methyl-N-(2-methyl-4-(N-(1-(1-methylpiperidin-4-yl)ethyl)sulfamoyl)phenyl)thiophene-3-carboxamide